benzyl (S)-1-((tert-butoxycarbonyl)amino)-6-azaspiro[2.5]octane-6-carboxylate C(C)(C)(C)OC(=O)N[C@H]1CC12CCN(CC2)C(=O)OCC2=CC=CC=C2